FC1=C(C=C(C(=C1)C=1C=NNC1)F)C=1SC2=C(N1)SC(=N2)N(C2CCNCC2)C 5-[2,5-Difluoro-4-(1H-pyrazol-4-yl)phenyl]-N-methyl-N-(piperidin-4-yl)[1,3]thiazolo[5,4-d][1,3]thiazol-2-amin